[1,2,4]triazolo[1,5-a]pyrimidin-7-ol N1=CN=C2N1C(=CC=N2)O